ortho-divinylbenzene C(=C)C1=C(C=CC=C1)C=C